[Si](C)(C)(C(C)(C)C)OCC1OCC(C(C1O)N1N=NC(=C1)C1=C(C(=C(C=C1)C)F)F)OC 2-(((tert-butyldimethylsilyl)oxy)methyl)-4-(4-(2,3-difluoro-4-methylphenyl)-1H-1,2,3-triazol-1-yl)-5-methoxytetrahydro-2H-pyran-3-ol